N-(6-(3-(3-chloro-4-fluorophenylsulfonamido)-2,6-difluorophenyl)quinazolin-2-yl)pivalamide ClC=1C=C(C=CC1F)S(=O)(=O)NC=1C(=C(C(=CC1)F)C=1C=C2C=NC(=NC2=CC1)NC(C(C)(C)C)=O)F